2-(cyanomethyl)-4-(2'-(methylsulfonyl) 1,3,5',8'-tetrahydrospiro[indene-2,7'-pyrano[4,3-d]pyrimidin]-4'-yl)piperazine-1-carboxylate C(#N)CC1N(CCN(C1)C=1C2=C(N=C(N1)S(=O)(=O)C)CC1(OC2)CC2=CC=CC=C2C1)C(=O)[O-]